5-Ethyl-6-fluoro-4-(8-fluoro-2-(((2R,7aS)-2-fluorohexahydro-1H-pyrrolizin-7a-yl)methoxy)-4-(1-oxa-6-azaspiro[3.5]nonan-6-yl)pyrido[4,3-d]pyrimidin-7-yl)naphthalene-2-ol C(C)C1=C2C(=CC(=CC2=CC=C1F)O)C1=C(C=2N=C(N=C(C2C=N1)N1CC2(CCO2)CCC1)OC[C@]12CCCN2C[C@@H](C1)F)F